C(#N)/C(/C(=O)OCC)=C(/CC)\OCC (E)-ethyl 2-cyano-3-ethoxypent-2-enoate